7-((5-(2-(2-(cyclopropyl-amino)propan-2-yl)morpholino)pyridin-2-yl)amino)-4-(7-fluoro-imidazo[1,2-a]pyridin-3-yl)isoindolin-1-one C1(CC1)NC(C)(C)C1OCCN(C1)C=1C=CC(=NC1)NC=1C=CC(=C2CNC(C12)=O)C1=CN=C2N1C=CC(=C2)F